OCCN1CCN(CC1)CCNC=C1C(CC(CC1=O)(C)C)=O 2-(((2-(4-(2-hydroxyethyl)piperazin-1-yl)ethyl)amino)methylene)-5,5-dimethyl-cyclohexane-1,3-dione